bromo-1,2-propanediol BrC(C(C)O)O